COC(=O)C=1N(C2=C(CN(C(C2)C)C(=O)OC(C)(C)C)N1)C 1,6-dimethyl-6,7-dihydro-1H-imidazo[4,5-c]pyridine-2,5(4H)-dicarboxylic acid 5-tert-butyl 2-methyl ester